di-iso-heptyl (4-vinylphenylphosphonate) C(=C)C1=CC=C(C=C1)P(OCCCCC(C)C)(OCCCCC(C)C)=O